ClC=1C(=CC2=C(C[C@](O2)(C2=CC=CC=C2)CNC)C1C=1C(=C2C=CNC2=CC1C(=O)N)F)F 5-((2S,4S)-5-Chloro-6-fluoro-2-((methylamino)methyl)-2-phenyl-2,3-dihydrobenzofuran-4-yl)-4-fluoro-1H-indole-6-carboxamide